C[C@@H]1CN(C[C@@H](C1)NCC=1C=NC(=NC1)N1CCN(CC1)C)C1=C2C=CC=NC2=C(C=C1)C#N 5-[(3S,5R)-3-methyl-5-[[2-(4-methylpiperazin-1-yl)pyrimidin-5-yl]methylamino]-1-piperidinyl]quinoline-8-carbonitrile